N-(4-(5-acetyl-2-(4-fluorophenyl)-4,5,6,7-tetrahydropyrazolo[1,5-a]pyrazin-3-yl)pyridin-2-yl)-2-(pyrrolidin-1-yl)acetamide C(C)(=O)N1CC=2N(CC1)N=C(C2C2=CC(=NC=C2)NC(CN2CCCC2)=O)C2=CC=C(C=C2)F